10H-indeno[3,2-g]quinolin-2(1H)-one N1C(C=CC2=CC3=C(C=C12)CC1=CC=CC=C13)=O